C(C)(C)(C)OC(=O)N1C(CCC1)C1=C(C=CC(=C1)C(=O)OCC)OC (5-(ethoxycarbonyl)-2-methoxyphenyl)pyrrolidine-1-carboxylic acid tert-butyl ester